C(C)OC(=O)C1=NOC(=C1)C1=NC=C(C=C1)F 5-(5-fluoro-pyridin-2-yl)-isoxazole-3-carboxylic acid ethyl ester